(R)-2-amino-N-((S)-1-((5-bromo-2-hydroxy-3-methylbenzyl)amino)-1-oxopropan-2-yl)-4-phenylbutyramide trifluoroacetate salt FC(C(=O)O)(F)F.N[C@@H](C(=O)N[C@H](C(=O)NCC1=C(C(=CC(=C1)Br)C)O)C)CCC1=CC=CC=C1